3-[(3-Methoxyphenyl)sulfanyl]-5,6-dimethylpyridazine-4-carbonitrile COC=1C=C(C=CC1)SC=1N=NC(=C(C1C#N)C)C